(S)-3-methoxybenzylamine COC=1C=C(CN)C=CC1